3-(thiophen-2-yl)-6,7-dihydro-5H-[1,2,4]triazolo[3,4-B][1,3]thiazine S1C(=CC=C1)C1=NN=C2SCCCN21